[(1S,2R,5R)-2-isopropyl-5-methylcyclohexyl] 2-[(2R)-1-[(2,3-difluorophenyl)methyl]-5-oxopyrrolidin-2-yl]acetat FC1=C(C=CC=C1F)CN1[C@H](CCC1=O)CC(=O)O[C@@H]1[C@H](CC[C@H](C1)C)C(C)C